ClC=1C=C(C=CC1)C1=CC(=CC=C1)CC(=O)N1CC2=C(N=C(NC2=O)C2(CC2)C2=CC(=CC=C2)Cl)CC1 6-(2-(3'-chloro-[1,1'-biphenyl]-3-yl)acetyl)-2-(1-(3-chlorophenyl)cyclopropyl)-5,6,7,8-tetrahydropyrido[4,3-d]pyrimidin-4(3H)-one